(S)-2-chloro-1-(6-(ethylamino)-7-(4-fluorobenzyl)-2-methyl-2,3-dihydro-1H-pyrido[2,3-b][1,4]oxazin-1-yl)ethan-1-one ClCC(=O)N1C2=C(OC[C@@H]1C)N=C(C(=C2)CC2=CC=C(C=C2)F)NCC